(R)-2-bromo-2-(4-oxocyclohexyl)acetic acid Br[C@@H](C(=O)O)C1CCC(CC1)=O